ClC1=NC(=NC(=N1)Cl)C=1C2=CC=CC=C2C=2C=CC=CC2C1 2,4-dichloro-6-(phenanthren-9-yl)-1,3,5-triazine